Tetra-n-propoxyzirconium (IV) C(CC)O[Zr](OCCC)(OCCC)OCCC